C(C)(C)(C)C=1C=C(C2=C(C(C(O2)=O)C2=CC=C(C=C2)OCCO)C1)C(C)(C)C 5,7-di-tert-butyl-3-[4-(2-hydroxyethoxy)phenyl]-3H-benzofuran-2-one